Cl[GaH]Cl dichlorogallane